CC=1C(=NC=CC1)NC=1SC=C(N1)C1=NC=C(C=C1)SC N-(3-methylpyridin-2-yl)-4-(5-(methylthio)pyridin-2-yl)thiazol-2-amine